3-[2-[tert-butyl(dimethyl)silyl]oxyethyl-methyl-amino]-2,2-dimethyl-propanoic acid [Si](C)(C)(C(C)(C)C)OCCN(CC(C(=O)O)(C)C)C